Cyclopentyl-(diphenylphosphine) C1(CCCC1)P(C1=CC=CC=C1)C1=CC=CC=C1